C(CCCCCCCCCCCCCCCCC)(=O)OC(CO)CO 1,3-dihydroxypropan-2-yl octadecanoate